bis((S)-1-(trifluoromethyl)heptyl) 5,5'-(1,4-phenylene)-bis(pyrimidine-2-carboxylate) C1(=CC=C(C=C1)C=1C=NC(=NC1)C(=O)O[C@@H](CCCCCC)C(F)(F)F)C=1C=NC(=NC1)C(=O)O[C@@H](CCCCCC)C(F)(F)F